4-(2-(8-oxa-3-azabicyclo[3.2.1]octan-3-yl)pyrimidin-4-yl)-7-((5-(4-methylpiperazin-1-yl)pyridin-2-yl)amino)isoindolin-1-one C12CN(CC(CC1)O2)C2=NC=CC(=N2)C2=C1CNC(C1=C(C=C2)NC2=NC=C(C=C2)N2CCN(CC2)C)=O